C1(=CC=CC=C1)S(=O)(=O)N1C=CC2=CC(=CC=C12)C#N 1-phenylsulfonyl-1H-indole-5-carbonitrile